3-bromo-4-pyrone BrC1=COC=CC1=O